C(C)C1=C2C(N(C(C2=CC=C1)=O)[C@@H](CO)C)=O ethyl-(R)-2-(1-hydroxypropan-2-yl)isoindoline-1,3-dione